O=C(C(=O)NC=1C2=C(C=NC1)C=NN2)N2[C@H](CC[C@@H](C2)C)C=2C=CC1=C(N=C(S1)CCN(C)C)C2 2-oxo-N-(1H-pyrazolo[4,3-c]pyridin-7-yl)-2-[(2R,5S)-2-[2-[2-(dimethylamino)ethyl]-1,3-benzothiazol-5-yl]-5-methyl-1-piperidyl]acetamide